2-methylpyrido[3,4-d]pyrimidin-4-amine CC=1N=C(C2=C(N1)C=NC=C2)N